C1CC12CCN(CC2)C2=NC(=CC=C2C(=O)NC2=NC(=CC=C2)N2CCOCC2)NC(CO)(CO)C 2-(6-azaspiro[2.5]oct-6-yl)-6-((1,3-dihydroxy-2-methyl-2-propanyl)amino)-N-(6-(4-morpholinyl)-2-pyridinyl)-3-pyridinecarboxamide